6-(2-chloro-4-fluorophenyl)-2-((4-(4-methylpiperazin-1-yl)phenyl)amino)-8,9-dihydroimidazo[1,2-a]pyrimido[5,4-e]pyrimidin-5(6H)-one ClC1=C(C=CC(=C1)F)N1C=2N(C3=C(C1=O)C=NC(=N3)NC3=CC=C(C=C3)N3CCN(CC3)C)CCN2